Cl.N1CC(C1)NC1=CC(=C(C(=O)N(C)C)C(=C1)Cl)Cl 4-(azetidin-3-ylamino)-2,6-dichloro-N,N-dimethylbenzamide hydrochloride